1-(tert-butyl)-N-((3-(8-(((3S,4R)-3-fluoro-1-methylpiperidin-4-yl)amino)-3-vinylimidazo[1,2-a]pyridin-2-yl)-1,2,4-oxadiazol-5-yl)methyl)-1H-pyrrole-3-carboxamide C(C)(C)(C)N1C=C(C=C1)C(=O)NCC1=NC(=NO1)C=1N=C2N(C=CC=C2N[C@H]2[C@H](CN(CC2)C)F)C1C=C